COC(=O)C1[C@H]2CC[C@@H](C(N1)=O)N2 (1R,5S)-4-oxo-3,8-diazabicyclo[3.2.1]Octane-2-carboxylic acid methyl ester